Cl.C(CC)C1=CC2=C(N(C(S2)=O)CCN2CC3=C(CCC2)C=CC=C3)C=C1 6-propyl-3-(2-(1,3,4,5-tetrahydro-2H-benzo[c]azepin-2-yl)ethyl)benzo[d]thiazol-2(3H)-one hydrochloride